C(C)(C)(C)OC(=O)N1CC2=C(C3=C(N=CN=C3NC3=CC(=C(C=C3)OC=3C=NC=CC3)C)S2)CC1 4-((3-methyl-4-(pyridin-3-yloxy)phenyl)amino)-5,6-dihydropyrido[4',3':4,5]thieno[2,3-d]pyrimidine-7(8H)-carboxylic acid tert-butyl ester